methyl 2,6-dimethyl-6-heptenoate CC(C(=O)OC)CCCC(=C)C